NC=1C=C2C(=CC=NC2=CC1C)NCCC1(CCCCC1)[C@@]12NC(=NC=C2N(C(N1)=O)C)Cl (1s,4s)-4-((2-((6-amino-7-methylquinolin-4-yl)amino)ethyl)cyclohexyl)-2-chloro-7-Methyl-7,9-dihydro-8H-purin-8-one